C(CCC)N1C(N(C(C(C1=O)=C(N)N)=O)C1CCC(CC1)(CC=1C(NC=CC1)=O)CO)=O Butyl-5-(diaminomethylene)-3-((1s,4s)-4-(hydroxymethyl)-4-((2-oxo-1,2-dihydropyridin-3-yl)methyl)cyclohexyl)pyrimidine-2,4,6(1H,3H,5H)-trione